BrC1=CC(=CC=2N=C(OC21)N2CC1CCCC(C2)N1C(=O)OC(C)(C)C)C(C)C tert-Butyl 3-(7-bromo-5-isopropylbenzo[d]oxazol-2-yl)-3,9-diazabicyclo[3.3.1]nonane-9-carboxylate